C(C)(C)N1N=C(C=C1)C1=C(C2=C(N=C(N=C2NCC2CC(C2)OC)C=2N(C=CN2)C)S1)C 6-(1-Isopropyl-1H-pyrazol-3-yl)-N-(((1r,3r)-3-methoxycyclobutyl)methyl)-5-methyl-2-(1-methyl-1H-imidazol-2-yl)thieno[2,3-d]pyrimidin-4-amine